CC1=C(C=CC(=C1)C)N1N=C2N=C(NC(C2=C1)=O)OC1CC(C1)OC 2-(2,4-dimethylphenyl)-6-{[(1r,3r)-3-methoxycyclobutyl]oxy}-2,5-dihydro-4H-pyrazolo[3,4-d]pyrimidin-4-one